(4-methoxybenzoyl)quinazolin-4(3H)-one COC1=CC=C(C(=O)C2=NC3=CC=CC=C3C(N2)=O)C=C1